2-(2,3-difluoro-4-methylphenyl)-5-[1-(benzenesulfonyl)-1H-pyrrolo[2,3-b]pyridin-4-yl]-1H-pyrrole-3-carboxylic acid methyl ester COC(=O)C1=C(NC(=C1)C1=C2C(=NC=C1)N(C=C2)S(=O)(=O)C2=CC=CC=C2)C2=C(C(=C(C=C2)C)F)F